C(CC1=CC=CC=C1)C1(CN(CCC1)CC1=CC=C(C=C1)NC(C)=O)C1=NC=CC=C1 N-(4-((3-phenethyl-3-(pyridin-2-yl)piperidin-1-yl)methyl)phenyl)acetamide